2-cyclopropyl-N-[2-(difluoromethoxy)pyridin-3-yl]pyrimidine-5-carboxamide C1(CC1)C1=NC=C(C=N1)C(=O)NC=1C(=NC=CC1)OC(F)F